binaphthone C1C=C2C=CC=CC2=C(C1=O)C3=CC=CC4=CC=CC=C43